N2-((R)-1-cyclopropylethyl)-6-(6-(trifluoromethyl)pyridin-2-yl)-N4-(1,1,1-trifluoropropan-2-yl)-1,3,5-triazine-2,4-diamine C1(CC1)[C@@H](C)NC1=NC(=NC(=N1)NC(C(F)(F)F)C)C1=NC(=CC=C1)C(F)(F)F